3-oxopropanen O=CC=C